[N+](=O)([O-])C=CCCC(=O)OCC ethyl 5-nitro-pent-4-enoate